C=CC=C(CCCCC)O 4-nondienol